1-allylpiperidine-3-carboxylic acid C(C=C)N1CC(CCC1)C(=O)O